C(C)(=O)C1=C(N(C(=C1)[C@H]1[C@@H](C1)CCC#N)C1=CC=C(C#N)C=C1)C 4-(3-acetyl-5-((1R,2R)-2-(2-cyanoethyl)cyclopropyl)-2-methyl-1H-pyrrol-1-yl)benzonitrile